C(CCC)NC(=O)C1(CC1)C(=O)NC1=CC=CC=C1 N'-butyl-N-phenylcyclopropane-1,1-dicarboxamide